COC=1C(=NC(=NC1)NC=1C=NN(C1)C)N1C[C@@]2([C@](C1)(CN(C2)C(CC#N)=O)C)C 3-((3aR,6aS)-5-(5-Methoxy-2-((1-methyl-1H-pyrazol-4-yl)amino)pyrimidin-4-yl)-3a,6a-dimethylhexahydropyrrolo[3,4-c]pyrrol-2(1H)-yl)-3-oxopropanenitrile